C(C)(C)(C)OC(=O)N1[C@H](C[C@@H](C1)F)C=1C(=NC=C(C1)F)O[C@@H](C)CCCNC1=C(C=NC2=CC=C(C=C12)Br)[N+](=O)[O-] (2R,4S)-2-(2-((S)-5-(6-bromo-3-nitroquinolin-4-ylamino)pent-2-yloxy)-5-fluoropyridin-3-yl)-4-fluoropyrrolidine-1-carboxylic acid tert-butyl ester